1-(3-(4-Acetylpiperazine-1-carbonyl)-6-fluoroquinolin-4-yl)-4-methylpiperidine-4-carbonitrile C(C)(=O)N1CCN(CC1)C(=O)C=1C=NC2=CC=C(C=C2C1N1CCC(CC1)(C#N)C)F